C1(=CC=CC=C1)C(C1=CC=CC=C1)=NC1=C2C=C(N(C2=CC=C1)S(=O)(=O)C1=CC=C(C)C=C1)C(=O)OC methyl 4-((diphenylmethylene)amino)-1-tosyl-1H-indole-2-carboxylate